2-(3,3-dimethyl-4-(3-methyl-2-oxo-2,3-dihydro-1H-imidazole-4-carbonyl)piperazin-1-yl)propanamide CC1(CN(CCN1C(=O)C=1N(C(NC1)=O)C)C(C(=O)N)C)C